O=C1C(=CNC2=CC=CC=C12)C(=O)OCC ethyl 1,4-dihydro-4-oxoquinoline-3-carboxylate